((S)-2-((S)-2-(6-(2,5-dioxo-2,5-dihydro-1H-pyrrol-1-yl)hexanamido)-3-methylbutanamido)propanamido)benzyl (4-nitrophenyl) carbonate C(OC(C1=CC=CC=C1)NC([C@H](C)NC([C@H](C(C)C)NC(CCCCCN1C(C=CC1=O)=O)=O)=O)=O)(OC1=CC=C(C=C1)[N+](=O)[O-])=O